1-(4-(6-((5-Fluoro-4-(6-fluoroimidazo[1,2-a]pyridin-3-yl)pyrimidin-2-yl)amino)pyridin-3-yl)piperazin-1-yl)ethan-1-one FC=1C(=NC(=NC1)NC1=CC=C(C=N1)N1CCN(CC1)C(C)=O)C1=CN=C2N1C=C(C=C2)F